BrC1=CC=C(S1)S(=O)(=O)C1(C(=O)N)C(C(C(=O)NC)=CC(=C1)C1(CCCC1)C#N)OC 1-((5-bromothiophen-2-yl)sulfonyl)-5-(1-cyanocyclopentyl)-2-methoxy-N3-methyl-isophthalamide